4-((7-Methoxy-1-(methyl-d3)-1H-indazol-6-yl)amino)-N-(methyl-d3)-6-((1-methyl-1H-pyrazol-3-yl)amino)nicotinamide COC=1C(=CC=C2C=NN(C12)C([2H])([2H])[2H])NC1=CC(=NC=C1C(=O)NC([2H])([2H])[2H])NC1=NN(C=C1)C